FC1(C(C1)C(=O)NCC=1SC(=CC1)C(CSC=1C2=C(N=C(N1)C(F)(F)F)N=CC=C2)=O)F 2,2-difluoro-N-((5-(2-((2-(trifluoromethyl)pyrido[2,3-d]pyrimidin-4-yl)thio)acetyl)thiophen-2-yl)methyl)cyclopropane-1-carboxamide